ClC1=C(C(=O)NC2=NN=NN2C)C=CC(=C1SC)C(F)(F)F 2-chloro-3-methylsulfanyl-N-(1-methyltetrazol-5-yl)-4-trifluoromethyl-benzamide